CC1=CC=C(C=C1)S(=O)(=O)OCCCC1=C2C(N(C(C2=CC=C1)=O)C1C(NC(CC1)=O)=O)=O 3-(2-(2,6-dioxopiperidin-3-yl)-1,3-dioxoisoindoline-4-yl)propyl 4-methylbenzenesulfonate